1-(tert-butoxycarbonyl)-5-(trifluoromethyl)pyrrolidine-2-carboxylic acid C(C)(C)(C)OC(=O)N1C(CCC1C(F)(F)F)C(=O)O